NC=1C(=NC=C(C1)C(=O)N1CCC(CC1)(F)F)NC1=CC=C(C(=O)OC)C=C1 methyl 4-((3-amino-5-(4,4-difluoropiperidine-1-carbonyl)pyridin-2-yl)amino)benzoate